{3-(4-Fluorophenyl)-1-[2-(trifluoromethoxy)ethyl]-1H-pyrazol-4-yl}-6-phenylfuro[2,3-d]pyrimidine FC1=CC=C(C=C1)C1=NN(C=C1C=1N=CC2=C(N1)OC(=C2)C2=CC=CC=C2)CCOC(F)(F)F